C(CCC)(=O)SCCOP(=O)(OCOC(=O)OC(C)C)C(C1=CC=C2C=CC(=CC2=C1)C(=O)OC1=C(C(=C(C(=C1F)F)F)F)F)(F)F perfluorophenyl 7-(((2-(butyrylthio) ethoxy) (((isopropoxycarbonyl) oxy) methoxy) phosphoryl) difluoromethyl)-2-naphthoate